CC1=CN=C2N1C(=CN=C2)N=C(C2=CC=CC=C2)C2=CC=CC=C2 (3-methylimidazo[1,2-a]pyrazin-5-yl)-1,1-diphenyl-methanimine